2-(4-chlorophenyl)-6-phenylnaphthalen ClC1=CC=C(C=C1)C1=CC2=CC=C(C=C2C=C1)C1=CC=CC=C1